phosphinoindoline PN1CCC2=CC=CC=C12